BrC1=C(C(=C(C#N)C(=C1)F)OCOC)CCO 4-Bromo-6-fluoro-3-(2-hydroxyethyl)-2-(methoxymethoxy)benzonitrile